2,4-diformylphenol C(=O)C1=C(C=CC(=C1)C=O)O